NC1=C2N=CN(C2=NC(=N1)C1=CC=CC=C1)C1CCC(CC1)C(=O)NC1=CC(=CC=C1)OC 4-(6-amino-2-phenyl-9H-purin-9-yl)-N-(3-methoxyphenyl)cyclohexanecarboxamide